N-hydroxyheptyl-succinimide 2-phenyl-acrylate C1(=CC=CC=C1)C(C(=O)O)=C.OCCCCCCCN1C(CCC1=O)=O